Cl.C(C=C)N1CCC2(CC(C2)N(C(=O)C2=COC=C2)C2=CC=CC=C2)CC1 N-(7-allyl-7-azaspiro[3.5]nonan-2-yl)-N-phenylfuran-3-carboxamide hydrochloride